(4-cyclopropyl-7-methoxy-1H-pyrrolo[2,3-c]pyridin-2-yl)methanol C1(CC1)C1=C2C(=C(N=C1)OC)NC(=C2)CO